COC=1C=C2C(=C(N(C2=CC1)C=1C=NN(C1)CCC)C)NC(NC1=CC=C(C(=O)O)C=C1)=O 4-(3-(5-methoxy-2-methyl-1-(1-propyl-1H-pyrazol-4-yl)-1H-indol-3-yl)ureido)benzoic acid